3-[(4-bromo-3-fluoro-phenyl)methylene]azetidine, trifluoroacetate salt FC(C(=O)O)(F)F.BrC1=C(C=C(C=C1)C=C1CNC1)F